C(C)(C)(C)OC(=O)N1C(=CC2=CC(=CC=C12)O[Si](C)(C)C(C)(C)C)B(O)O (1-(tert-butoxycarbonyl)-5-((tert-butyldimethylsilyl)oxy)-1H-indol-2-yl)boronic acid